4-[(2-{4-[5-chloro-2-(3-methyl-1,2,4-oxadiazol-5-yl)phenyl]-5-methoxy-2-oxopyridin-1(2H)-yl}-4-methoxybutyryl)amino]benzoic acid ClC=1C=CC(=C(C1)C1=CC(N(C=C1OC)C(C(=O)NC1=CC=C(C(=O)O)C=C1)CCOC)=O)C1=NC(=NO1)C